(3aR,6aR)-1-(3-phenoxyazetidine-1-carbonyl)hexahydropyrrolo[3,4-b]pyrrole-5(1H)-carbonitrile O(C1=CC=CC=C1)C1CN(C1)C(=O)N1[C@@H]2[C@H](CC1)CN(C2)C#N